N-(6-fluoro-3-nitropyridin-2-yl)benzenesulfonamide-2-d FC1=CC=C(C(=N1)NS(=O)(=O)C=1C(=CC=CC1)[2H])[N+](=O)[O-]